2-[(7-chloro-1,2,3,4-tetrahydroacridin-9-yl)sulfanyl]-N-propylacetamide ClC1=CC=C2N=C3CCCCC3=C(C2=C1)SCC(=O)NCCC